FC(N1C(N(N=C1C)C1=C(C=CC(=C1)F)F)=O)F 4-difluoromethyl-2-(2,5-difluorophenyl)-5-methyl-1,2,4-triazol-3-one